N-(5-(2-(5,6-dihydroimidazo[1,2-a]pyrazin-7(8H)-yl)acetamido)-2-methylpyridin-3-yl)-2-(1-methyl-1H-pyrazol-4-yl)pyrazolo[5,1-b]thiazole-7-carboxamide N=1C=CN2C1CN(CC2)CC(=O)NC=2C=C(C(=NC2)C)NC(=O)C=2C=NN1C2SC(=C1)C=1C=NN(C1)C